7-Azido-1-((4-chlorophenyl)sulfonyl)heptan-2-yl (2,5-dioxopyrrolidin-1-yl) carbonate C(OC(CS(=O)(=O)C1=CC=C(C=C1)Cl)CCCCCN=[N+]=[N-])(ON1C(CCC1=O)=O)=O